N-{(4aR,6R)-2-[4-(2,6-difluorophenyl)-6-ethoxy-1,2-benzoxazol-3-yl]-5,5-difluoro-1-oxooctahydropyrrolo[1,2-c]pyrimidin-6-yl}cyclopropanesulfonamide FC1=C(C(=CC=C1)F)C1=CC(=CC2=C1C(=NO2)N2C(N1[C@H](CC2)C([C@@H](C1)NS(=O)(=O)C1CC1)(F)F)=O)OCC